ethyl 2-(3-formyl-5-(4-methoxybenzyl)-4-oxo-4,5-dihydro-1H-pyrazolo[3,4-d]pyridazin-1-yl)acetate C(=O)C1=NN(C=2C=NN(C(C21)=O)CC2=CC=C(C=C2)OC)CC(=O)OCC